5-cyclobutoxypyrazin-2-amine C1(CCC1)OC=1N=CC(=NC1)N